6-(N-phenethylsulfamoyl)benzo[b]thiophene-2-carboxylic acid ethyl ester C(C)OC(=O)C1=CC2=C(S1)C=C(C=C2)S(NCCC2=CC=CC=C2)(=O)=O